5-(3-(3-Isopropyl-4-(2-(piperazin-1-yl)ethoxy)phenyl)-4,4-dimethyl-5-oxo-2-thioxoimidazolidin-1-yl)-3-(trifluoromethyl)pyridinecarbonitrile C(C)(C)C=1C=C(C=CC1OCCN1CCNCC1)N1C(N(C(C1(C)C)=O)C=1C=C(C(=NC1)C#N)C(F)(F)F)=S